N-(3-(2-(difluoromethoxy)-5-((1-methyl-2-oxo-1,2-dihydropyridin-4-yl)sulfonyl)phenyl)-1-methyl-1H-pyrazol-4-yl)pyrazolo[1,5-a]pyrimidine-3-carboxamide FC(OC1=C(C=C(C=C1)S(=O)(=O)C1=CC(N(C=C1)C)=O)C1=NN(C=C1NC(=O)C=1C=NN2C1N=CC=C2)C)F